CC(C)C1=CC=CC=C1OC(=O)NC The molecule is a carbamate ester. It has a role as an EC 3.1.1.7 (acetylcholinesterase) inhibitor, a carbamate insecticide and an agrochemical. It derives from a methylcarbamic acid and a 2-isopropylphenol.